(3-prop-1-ynylphenyl)boronic acid C(#CC)C=1C=C(C=CC1)B(O)O